NCC1CCC(CC1)C(=O)N[C@H](C(=O)NCCCC[C@@H](C(=O)OC(C)(C)C)NC(=O)N[C@H](C(=O)OC(C)(C)C)CCC(=O)OC(C)(C)C)CC1=CC2=CC=CC=C2C=C1 di-tert-butyl (2S)-2-[[(1S)-5-[[(2S)-2-[[4-(aminomethyl) cyclohexanecarbonyl]amino]-3-(2-naphthyl)propanoyl]amino]-1-tert-butoxycarbonyl-pentyl]carbamoylamino]pentanedioate